COCC1=CC=C(C=C1)C1=NC(=NC=C1)N1CCC(CC1)C(=O)NC1(CCN2CCC1CC2)C 1-(4-(4-(methoxymethyl)phenyl)pyrimidin-2-yl)-N-(4-methyl-1-azabicyclo[3.2.2]non-4-yl)piperidine-4-carboxamide